dioctadecylamino-glycyl-glycine C(CCCCCCCCCCCCCCCCC)N(CCCCCCCCCCCCCCCCCC)NCC(=O)NCC(=O)O